tert-butyl (3S)-4-(6-chloro-7-(6-chlorobenzofuran-7-yl)-1-(2-isopropyl-4-methylpyridin-3-yl)-2-oxo-1,2-dihydropyrido[2,3-d]pyrimidin-4-yl)-3-methylpiperazine-1-carboxylate ClC1=CC2=C(N(C(N=C2N2[C@H](CN(CC2)C(=O)OC(C)(C)C)C)=O)C=2C(=NC=CC2C)C(C)C)N=C1C1=C(C=CC=2C=COC21)Cl